4-(2-hydroxyethyl)phenolate OCCC1=CC=C(C=C1)[O-]